C1=NC=C(C2=CC=CC=C12)N1C[C@H](CCC1)C(=O)Cl (S)-1-(isoquinolin-4-yl)piperidine-3-carbonyl chloride